tert-butyl 4-(1-(4-(5-(pyrazin-2-yl)isoxazole-3-carboxamido)-1H-pyrazol-1-yl)ethyl)piperidine-1-carboxylate N1=C(C=NC=C1)C1=CC(=NO1)C(=O)NC=1C=NN(C1)C(C)C1CCN(CC1)C(=O)OC(C)(C)C